COC=1C(=C2C=CN(C2=C(C1)C)C(=O)OC(C)(C)C)CN1[C@@H](C[C@@H](CC1)C)C1=CC=C(C=C1)S(=O)C tert-Butyl 5-methoxy-7-methyl-4-(((2S,4R)-4-methyl-2-(4-(methylsulfinyl)phenyl)piperidin-1-yl)methyl)-1H-indole-1-carboxylate